3-[2-(1,3-benzoxazol-5-yl)ethynyl]-1-[(3S,5R)-5-(methoxymethyl)-1-(prop-2-enoyl)pyrrolidin-3-yl]-5-(methylamino)pyrazole-4-carboxamide O1C=NC2=C1C=CC(=C2)C#CC2=NN(C(=C2C(=O)N)NC)[C@@H]2CN([C@H](C2)COC)C(C=C)=O